acryloyloxy-propyl-methyldiethoxysilane C(C=C)(=O)OC(C)O[Si](OCC)(C)CCC